6-((3-chloropropyl)thio)-7-methoxyimidazo[1,2-a]pyridine ClCCCSC=1C(=CC=2N(C1)C=CN2)OC